5-methoxyfuran COC1=CC=CO1